(3S)-4,4-Dimethyl-3-pyrrolidinecarboxylic acid CC1([C@@H](CNC1)C(=O)O)C